N-[2-(1-Piperidinyl)phenyl]-4-(trifluoromethyl)thiophene-2-sulfonamide N1(CCCCC1)C1=C(C=CC=C1)NS(=O)(=O)C=1SC=C(C1)C(F)(F)F